methyl 4-[2-[2-[2-[2-[2-[2-[2-[2-[2-[bis(tert-butoxycarbonyl)amino]ethoxy]ethoxy]ethoxy]ethoxy]ethoxy]ethoxy]ethoxy] ethoxy]ethoxy]benzoate C(C)(C)(C)OC(=O)N(CCOCCOCCOCCOCCOCCOCCOCCOCCOC1=CC=C(C(=O)OC)C=C1)C(=O)OC(C)(C)C